5,7-difluoro-6-(1-(6-(1-(benzenesulfonyl)-1H-indol-3-yl)-1H-imidazo[4,5-b]pyrazin-1-yl)ethyl)quinoline FC1=C2C=CC=NC2=CC(=C1C(C)N1C=NC=2C1=NC(=CN2)C2=CN(C1=CC=CC=C21)S(=O)(=O)C2=CC=CC=C2)F